ClC1=NC(=NC(=N1)C1=CC=C(C=C1)C1=CC=CC2=C1OC1=C2C=CC=C1)C1=CC=CC=C1 2-chloro-4-(4-dibenzofuran-4-yl-phenyl)-6-phenyl-1,3,5-triazine